COC(C(=C[O-])N(C=O)C)=O.[Na+] Sodium 3-methoxy-2-(N-methylformamido)-3-oxoprop-1-en-1-olate